FLUOROCHLORINE FCl